1-(2-chloro-5-(trifluoromethyl)pyrimidin-4-yl)-1H-indole-5-carbonitrile ClC1=NC=C(C(=N1)N1C=CC2=CC(=CC=C12)C#N)C(F)(F)F